1-(4-(2-chloro-3-(3-fluorophenyl)-1-tosyl-1H-pyrrolo[2,3-b]pyridin-5-yl)benzyl)piperidin-3-ol ClC1=C(C=2C(=NC=C(C2)C2=CC=C(CN3CC(CCC3)O)C=C2)N1S(=O)(=O)C1=CC=C(C)C=C1)C1=CC(=CC=C1)F